FC1CC(C1)C(=O)NC=1C=CC(=NC1)C=1N=NN(C1NC(O[C@H](C)C=1C(=NC=CC1)Cl)=O)C (R)-1-(2-chloropyridin-3-yl)ethyl (4-(5-((1s,3S)-3-fluorocyclobutane-1-carboxamido) pyridin-2-yl) 1-methyl-1H-1,2,3-triazol-5-yl)carbamate